2-Chloro-3-cyano-6,7-dihydro-5H-cyclopenta[b]pyridine 1-oxide ClC1=C(C=C2C(=[N+]1[O-])CCC2)C#N